((3-(3-carbamoylpiperidin-1-yl)propyl)azanediyl)bis(heptane-7,1-diyl) bis(4,4-bis(((Z)-oct-5-en-1-yl)oxy)butanoate) C(CCC\C=C/CC)OC(CCC(=O)OCCCCCCCN(CCCCCCCOC(CCC(OCCCC\C=C/CC)OCCCC\C=C/CC)=O)CCCN1CC(CCC1)C(N)=O)OCCCC\C=C/CC